BrC/C=C/CN1C(=NC=2C1=NC=C(C2)C(=O)N)NC(=O)C2=CC(=NN2CC)C (E)-3-(4-bromobut-2-en-1-yl)-2-(1-ethyl-3-methyl-1H-pyrazol-5-carboxamido)-3H-imidazo[4,5-b]pyridine-6-carboxamide